COC1=C(OCCNC(C2=CC=C(C=C2)NC2=CC=NC3=CC(=CC=C23)C(F)(F)F)=O)C=CC=C1 N-[2-(2-methoxyphenoxy)ethyl]-4-[(7-trifluoromethylquinolin-4-yl)amino]benzamide